C(C(=C)C)(=O)OCCCCCCOC(CCP(=O)(O)O)=O (6-methacryloyloxyhexyl)-3-phosphonopropionate